isobutyric acid 3-(2-(diisopropylamino) ethyl)-1H-indol-5-yl ester C(C)(C)N(CCC1=CNC2=CC=C(C=C12)OC(C(C)C)=O)C(C)C